COC(C1=NC2=NC=CC=C2C(=C1)C)OC 2-(dimethoxymethyl)-4-methyl-1,8-naphthyridine